NC1=CC=C(C=C1)N1CCC(CC1)CN1CCC(CC1)C(=O)OCCCC butyl 1-((1-(4-aminophenyl)piperidin-4-yl)methyl)piperidine-4-carboxylate